4-((5-chloro-4-(1-isopropyl-1H-pyrazol-4-yl)pyrimidin-2-yl)amino)-3-methoxy-N-methyl-N-(3-methylbenzyl)benzamide ClC=1C(=NC(=NC1)NC1=C(C=C(C(=O)N(CC2=CC(=CC=C2)C)C)C=C1)OC)C=1C=NN(C1)C(C)C